(S)-benzyl ((5-fluoro-2-(2-methoxy-7-methylquinoxalin-5-yl)-7,8-dihydrobenzofuro[5,4-d]thiazol-7-yl)methyl)carbamate FC1=CC=2N=C(SC2C=2C[C@H](OC21)CNC(OCC2=CC=CC=C2)=O)C2=C1N=CC(=NC1=CC(=C2)C)OC